(R)-4-(ethylsulfanyl)-2-methyl-N-(4-methyl-6-(2-methylmorpholino)pyridin-2-yl)-6-(6-azaspiro[2.5]oct-6-yl)benzamide C(C)SC1=CC(=C(C(=O)NC2=NC(=CC(=C2)C)N2C[C@H](OCC2)C)C(=C1)N1CCC2(CC2)CC1)C